OC1=CC(=CC=2OC3=CC=C(C=C3C(C12)=O)C1=CC(=CC=C1)OC)O 1,3-dihydroxy-7-(3-methoxyphenyl)-9H-xanthen-9-one